4-(2-(4-methyl-1H-imidazol-2-yloxy)ethyl)morpholine CC=1N=C(NC1)OCCN1CCOCC1